NC1=C(SC2=NC(=CC=C21)C)C(=O)N[C@H]2CC=1C=NC(=NC1CC2)N2C[C@@H]([C@H](C2)OC)N 3-amino-N-[(6R)-2-[(3S,4S)-3-amino-4-methoxypyrrolidin-1-yl]-5,6,7,8-tetrahydroquinazolin-6-yl]-6-methylthieno[2,3-b]pyridine-2-carboxamide